oxalic acid propionate C(CC)(=O)O.C(C(=O)O)(=O)O